4-Aminopyrrolo[2,3-d]pyrimidine-5-carbonitrile NC1=C2C(NC=N1)=NC=C2C#N